C(C)(=O)N1[C@@H](CCC2=CC(=CC=C12)C1=CC=C(CNC(=O)C=2N=C3N(C=C(N=C3N3CCOCC3)Br)C2)C=C1)C (R)-N-(4-(1-acetyl-2-methyl-1,2,3,4-tetrahydroquinolin-6-yl)benzyl)-6-bromo-8-morpholinoimidazo[1,2-a]pyrazine-2-carboxamide